The molecule is a member of the class of indoles that is 1H-indole substituted by a isopropyl group at position 5, a tert-butylsulfanediyl group at position 3, a 4-chlorobenzyl group at position 1 and a 2-carboxy-2-methylpropyl group at position 2. It acts as an inhibitor of arachidonate 5-lipoxygenase. It has a role as an EC 1.13.11.34 (arachidonate 5-lipoxygenase) inhibitor, an antineoplastic agent and a leukotriene antagonist. It is an aryl sulfide, a member of indoles, a monocarboxylic acid and a member of monochlorobenzenes. CC(C)C1=CC2=C(C=C1)N(C(=C2SC(C)(C)C)CC(C)(C)C(=O)O)CC3=CC=C(C=C3)Cl